FC=1C=NC2=CC(=CC(=C2C1CCCO[C@H]1CN(CCCC1)C(=O)OC(C)(C)C)OS(=O)(=O)C(F)(F)F)O[Si](C(C)C)(C(C)C)C(C)C tert-butyl (R)-3-(3-(3-fluoro-5-(((trifluoromethyl)sulfonyl)oxy)-7-((triisopropylsilyl)oxy)quinolin-4-yl)propoxy)azepane-1-carboxylate